NC=1C2=C(N=CN1)N(C(=C2C2=CC=C(C=C2)OC2=NC=CC=N2)C2CN(CC2)C(C=C)=O)CCN(C)C 1-(3-(4-amino-7-(2-(dimethylamino)ethyl)-5-(4-(pyrimidin-2-yloxy)phenyl)-7H-pyrrolo[2,3-d]pyrimidin-6-yl)pyrrolidin-1-yl)prop-2-en-1-one